3-Ethynyl-N-(1-(5-fluoro-2-methoxyphenyl)ethyl)imidazo[1,2-b]pyridazine-6-methylamine C(#C)C1=CN=C2N1N=C(C=C2)CNC(C)C2=C(C=CC(=C2)F)OC